CC1=C(SC=C1)C(=O)N1CN(N=C1)C1=CC=CC=C1 4-(3-methylthiophene-2-carbonyl)-2-phenyl-2,4-dihydro-3H-1,2,4-triazole